3-(2-chloropyrido[3,2-d]pyrimidin-4-yl)-9-phenyl-9H-carbazole ClC=1N=C(C2=C(N1)C=CC=N2)C=2C=CC=1N(C3=CC=CC=C3C1C2)C2=CC=CC=C2